(2R,3S)-2-(3-(6-(piperidin-1-yl)-9H-purin-9-yl)propyl)piperidin-3-ol N1(CCCCC1)C1=C2N=CN(C2=NC=N1)CCC[C@H]1NCCC[C@@H]1O